((4-(6-hydroxypyridin-2-yl)cyclohex-3-en-1-yl)methyl)-1-(2-methoxyethyl)-1H-thiophene OC1=CC=CC(=N1)C1=CCC(CC1)CS1(C=CC=C1)CCOC